ClC1=NC(=NC(=C1)OCC)NC1C(C(C(OC1)CO)O)O 5-((4-chloro-6-ethoxypyrimidin-2-yl)amino)-2-(hydroxymethyl)tetrahydro-2H-pyran-3,4-diol